O=C(CC(=O)SCCNC(CCNC([C@@H](C(COP(OP(OC[C@@H]1[C@H]([C@H]([C@@H](O1)N1C=NC=2C(N)=NC=NC12)O)OP(=O)(O)O)(=O)O)(=O)O)(C)C)O)=O)=O)CC(CC(CCCCC)=O)=O 3,5,7-Trioxododecanoyl-CoA